C1(CCCC1)[C@@H]1N(C[C@H](CC1)C)C(C(=O)NC=1C=C(C=NC1)C(=O)N)=O 5-[[2-[(2R,5S)-2-cyclopentyl-5-methyl-1-piperidyl]-2-oxo-acetyl]amino]pyridine-3-carboxamide